3-hydroxy-2-pyridinealdoxime OC=1C(=NC=CC1)C=NO